C[C@@H]1N(CC1)C1=NC(=CC(=N1)N1CCC2(CC(C2)C(=O)O)CC1)C(F)(F)F (S)-7-(2-(2-Methylazetidin-1-yl)-6-(trifluoromethyl)pyrimidin-4-yl)-7-azaspiro[3.5]nonane-2-carboxylic acid